methyl piperidine-4-carboxylate hydrochloride Cl.N1CCC(CC1)C(=O)OC